(3,5-difluoro-4-((8-methoxy-2-oxo-2H-[1,3]oxazino[5,4-c][1,8]naphthyridin-1(4H)-yl)methyl)phenyl)boronic acid FC=1C=C(C=C(C1CN1C(OCC=2C=NC=3N=C(C=CC3C21)OC)=O)F)B(O)O